CC1(OB(OC1(C)C)C=1C=NC(=NC1)N1C(CCCC1)CO)C (1-(5-(4,4,5,5-tetramethyl-1,3,2-dioxaborolan-2-yl)pyrimidin-2-yl)piperidin-2-yl)methanol